NC1=NNC2=C(C=C(C=C12)C1=CC(=NC=C1)NC(=O)NCC)Br 1-(4-(3-amino-7-bromo-1H-indazol-5-yl)pyridin-2-yl)-3-ethylurea